3-phenylmethoxybenzene-1,2-diamine C1(=CC=CC=C1)COC1=C(C(=CC=C1)N)N